[Pt].[Cu].[Au] gold-copper-platinum